((S)-2,2-Dimethyl-1,3-dioxolan-4-yl)methyl (1-hydroxy-7-methyl-1,3-dihydrobenzo[c][1,2]oxaborole-6-carbonyl)-L-valinate OB1OCC2=C1C(=C(C=C2)C(=O)N[C@@H](C(C)C)C(=O)OC[C@H]2OC(OC2)(C)C)C